glyceryl palmitoleate linoleate arachidate C(CCCCCCCCCCCCCCCCCCC)(=O)O.C(CCCCCCC\C=C/C\C=C/CCCCC)(=O)O.C(CCCCCCC\C=C/CCCCCC)(=O)OCC(O)CO